FC=1C(=NN(C1NC(C1=CC=NC=C1)=O)C)C(F)(F)F N-(4-fluoro-1-methyl-3-(trifluoromethyl)-1H-pyrazol-5-yl)isonicotinamide